ethyl 1-(3-((tert-butyldimethylsilyl)oxy)propyl)-3-methyl-1H-pyrazole-5-carboxylate [Si](C)(C)(C(C)(C)C)OCCCN1N=C(C=C1C(=O)OCC)C